NCCCOCCOCCOCCCN diethylene glycol di(aminopropyl) ether